(2S,4S)-1-[2-[4-(3H-benzimidazol-4-ylamino)-1-piperidyl]acetyl]-4-fluoro-pyrrolidine-2-carbonitrile N1=CNC2=C1C=CC=C2NC2CCN(CC2)CC(=O)N2[C@@H](C[C@@H](C2)F)C#N